1-{(1S,4S)-5-[4-({(1R)-1-[3-(1,1-difluoro-2-hydroxy-2-methylpropyl)-2-fluorophenyl]ethyl}amino)-2-methylpyrido[2,3-d]pyrimidin-6-yl]-2,5-diazabicyclo[2.2.1]hept-2-yl}ethan-1-one FC(C(C)(C)O)(F)C=1C(=C(C=CC1)[C@@H](C)NC=1C2=C(N=C(N1)C)N=CC(=C2)N2[C@@H]1CN([C@H](C2)C1)C(C)=O)F